2,2-difluoro-N-(4-methoxyphenyl)acetamide FC(C(=O)NC1=CC=C(C=C1)OC)F